N-(Biotinoyl)-1,2-dihexadecanoyl-sn-glycero-3-phosphoethanolamine C(CCCC[C@@H]1SC[C@@H]2NC(=O)N[C@H]12)(=O)NCCOP(OC[C@@H](COC(CCCCCCCCCCCCCCC)=O)OC(CCCCCCCCCCCCCCC)=O)(=O)O